FC(C=1C=C(C=CC1F)NC(N(CC1=NNC(=C1)C(F)(F)F)C=1N=NC(=CC1)OC)=O)F (3-(Difluoromethyl)-4-fluorophenyl)-1-(6-methoxypyridazin-3-yl)-1-((5-(trifluoromethyl)-1H-pyrazol-3-yl)methyl)urea